COC=1C=C(CN2C(N3C(C4=C2C=C(C=N4)N4CCOCC4)=NC(=C3C)C)=O)C=C(C1)OC 6-(3,5-dimethoxybenzyl)-2,3-dimethyl-8-(morpholin-4-yl)imidazo[1,2-c]pyrido[2,3-e]pyrimidin-5(6H)-one